methyl 3-chloro-2-(1-(hydroxymethyl)cyclopropyl)aminoquinoxaline-6-carboxylate ClC=1C(=NC2=CC=C(C=C2N1)C(=O)OC)NC1(CC1)CO